F[C@@H]([C@](C)(F)C=1C=C(C=CC1)N1C(C2=CC=CC(=C2C1)C(F)(F)F)=O)C1=NN=CN1C |r| racemic-2-(3-((1R,2R)-1,2-difluoro-1-(4-methyl-4H-1,2,4-triazol-3-yl)propan-2-yl)phenyl)-4-(trifluoromethyl)isoindolin-1-one